3,7-dibromo-2,8-dioctyl-dibenzothiophene BrC=1C(=CC2=C(SC3=C2C=C(C(=C3)Br)CCCCCCCC)C1)CCCCCCCC